2,6-diethynyl-4-nitroaniline C(#C)C1=C(N)C(=CC(=C1)[N+](=O)[O-])C#C